BrC1=CC=CC(=N1)C1C=CCCC1 1-(6-bromopyridin-2-yl)-5,6-dihydro-4H-benzene